BrC=1C=C(C=C(C1C(=O)OC)F)N1CCN(CC1)C(=O)O.FC=1C=C(C=C(C1C(=O)OC)C=O)N1CCN(CC1)C(=O)OC(C)(C)C tert-butyl 4-(3-fluoro-5-formyl-4-(methoxycarbonyl)phenyl)piperazine-1-carboxylate 4-(3-Bromo-5-fluoro-4-(methoxycarbonyl)phenyl)piperazine-1-carboxylate